C1(=CC=CC=C1)C1=CC=2C(=NC=C(C2)NC(=O)C2=NC=NC=C2)N1 N-(2-phenyl-1H-pyrrolo[2,3-b]pyridin-5-yl)pyrimidine-4-carboxamide